1-[2-(4-bromo-2-chloro-3-methylphenoxy)ethyl]-4-methylpiperazine dihydrochloride salt Cl.Cl.BrC1=C(C(=C(OCCN2CCN(CC2)C)C=C1)Cl)C